FC(C(=CC)C(F)(F)F)(F)F 1,1,1-trifluoro-2-trifluoromethylbutene